N-(5-(tert-butyldimethylsilyloxy)pyridin-2-yl)-4-(4-(trifluoromethyl)phenyl)piperazine-1-sulfonamide [Si](C)(C)(C(C)(C)C)OC=1C=CC(=NC1)NS(=O)(=O)N1CCN(CC1)C1=CC=C(C=C1)C(F)(F)F